C(C)(C)(C)OC(=O)O[C@@H]1CN(CC[C@H]1N1CC2=CC=CC=C2CC1)C(=O)OC(C)(C)C t-butyl (3R,4R)-3-((t-butoxycarbonyl)oxy)-4-(3,4-dihydroisoquinolin-2(1H)-yl)piperidine-1-carboxylate